COC=1C=C(C=NC1NCC#C)P(C)(C)=O (5-methoxy-6-(prop-2-yn-1-ylamino)pyridin-3-yl)dimethylphosphine oxide